C1(=CC=CC=C1)CC(=O)O.CC1=C(CSCCN)C=CC=C1 2-o-methylbenzylthioethylamine phenyl-acetate